BrC=1C=NC=2OC=3C(=NC(=NC3C2C1)Cl)N1CCOCC1 12-bromo-4-chloro-6-(morpholin-4-yl)-8-oxa-3,5,10-triazatricyclo[7.4.0.02,7]Tridec-1(9),2(7),3,5,10,12-hexaene